C(C)(C)(C)OC(=O)N(C1=CC(=NC=2N1N=CC2C(=O)OCC)NC2=CC(=CC=1N(N=NC12)C)COC[C@@H](C)O)C Ethyl (R)-7-((tert-butoxycarbonyl)(methyl)amino)-5-((6-((2-hydroxypropoxy)methyl)-1-methyl-1H-benzo[d][1,2,3]triazol-4-yl)amino)pyrazolo[1,5-a]pyrimidine-3-carboxylate